[La].CN(C(N(C(C)C)C)=N)C(C)C.CN(C(N(C(C)C)C)=N)C(C)C.CN(C(N(C(C)C)C)=N)C(C)C tri(dimethyl-diisopropyl-guanidine) lanthanum